1-[1-[2-amino-4-(trifluoromethoxy)benzoyl]-4-piperidyl]-6-(1-methyl-4-piperidyl)-3H-imidazo[4,5-b]pyridin-2-one NC1=C(C(=O)N2CCC(CC2)N2C(NC3=NC=C(C=C32)C3CCN(CC3)C)=O)C=CC(=C1)OC(F)(F)F